COC=1C=C2C(=NC(=NC2=CC1OC)CCCCCCCCN1CCCCC1)N[C@H](C)C=1SC=C(C1)C1=C(C=CC=C1)CNC (R)-6,7-dimethoxy-N-(1-(4-(2-((methylamino)methyl)phenyl)thiophen-2-yl)-ethyl)-2-(8-(piperidin-1-yl)octyl)quinazolin-4-amine